tert-Butyl (4-(3-((2S,3S)-3-amino-2-methylpyrrolidin-1-yl)-5-chloro-7,9-dihydrofuro[3,4-f]quinazolin-6-yl)-3-cyano-7-fluorothieno[3,2-c]pyridin-2-yl)carbamate N[C@@H]1[C@@H](N(CC1)C1=NC=2C(=C(C3=C(C2C=N1)COC3)C3=NC=C(C1=C3C(=C(S1)NC(OC(C)(C)C)=O)C#N)F)Cl)C